{2-[(3S)-3-(dimethylamino)pyrrolidin-1-yl]8-fluoro-4-(morpholin-4-yl)pyrido[4,3-d]pyrimidin-7-yl}-5-ethynyl-6-fluoronaphthalen-2-ol CN([C@@H]1CN(CC1)C=1N=C(C2=C(N1)C(=C(N=C2)C2=C(C=CC1=C(C(=CC=C21)F)C#C)O)F)N2CCOCC2)C